FC1=C(C=C(C(=C1)[Si](C)(C)C)F)NC([C@@H](C1=CC=C(C=C1)COC)NC(=O)[C@@H]1CNC(C1)=O)=O (3S)-N-((1R)-2-((2,5-difluoro-4-(trimethylsilyl)phenyl)amino)-1-(4-(methoxymethyl)phenyl)-2-oxoethyl)-5-oxopyrrolidine-3-carboxamide